C(C)(C)(C)OC(NC(C=O)CC1=CC=CC=C1)=O 1-oxo-3-phenylpropan-2-yl-carbamic acid tert-butyl ester